C(#N)C=1C=C(NC2CCC(CC2)C(=O)O)C=C(C1)F 4-(3-cyano-5-fluoro-anilino)cyclohexanecarboxylic acid